(4-(dimethylamino)phenyl)-2,2-difluoroethane-1-ol CN(C1=CC=C(C=C1)C(C(F)F)O)C